C(CC\C=C\CC\C=C/CCC)O (4E,8Z)-dodecane-4,8-dien-1-ol